2-methyl-1-(2-(5-(trifluoromethyl)-1,2,4-oxadiazol-3-yl)-6,7-dihydrothieno[3,2-c]pyridin-5(4H)-yl)propan-1-one CC(C(=O)N1CC2=C(CC1)SC(=C2)C2=NOC(=N2)C(F)(F)F)C